(1S)-2,2-difluoro-N-{3-[6-(1-hydroxypropyl)-4-methylpyridin-3-yl]-1-methyl-2-oxo-1,6-naphthyridin-7-yl}cyclopropane-1-carboxamide FC1([C@@H](C1)C(=O)NC1=NC=C2C=C(C(N(C2=C1)C)=O)C=1C=NC(=CC1C)C(CC)O)F